C(#N)[C@]1(CNC2=C(NC1=O)N=CC(=C2)/C=C/C(=O)N(CC=2OC1=C(C2C)C=CC=C1)C)C (R,E)-3-(3-Cyano-3-methyl-4-oxo-2,3,4,5-tetrahydro-1H-pyrido[2,3-b][1,4]diazepin-8-yl)-N-methyl-N-((3-methylbenzofuran-2-yl)methyl)acrylamide